zinc methylarsenate CO[As]([O-])([O-])=O.[Zn+2]